tert-butyl 1-((7-methoxy-4-(1-methyl-3-phenyl-1H-pyrazol-4-yl)quinazolin-6-yl)carbamoyl)-3-azabicyclo[3.1.0]hexane-3-carboxylate COC1=C(C=C2C(=NC=NC2=C1)C=1C(=NN(C1)C)C1=CC=CC=C1)NC(=O)C12CN(CC2C1)C(=O)OC(C)(C)C